ClC=1C=CC=C2C(NC(=NC12)CCCO)=O 8-chloro-2-(3-hydroxypropyl)-3H-quinazolin-4-one